(cis-3-((4-Bromo-6-chloro-2,7-naphthyridin-1-yl)oxy)cyclobutyl)(3-methoxyazetidin-1-yl)methanone BrC1=CN=C(C2=CN=C(C=C12)Cl)O[C@H]1C[C@H](C1)C(=O)N1CC(C1)OC